C(C1=CC=CC=C1)OCCOCC=O 2-(2-benzyloxyethoxy)acetaldehyde